3-(3,5-dichlorophenyl)-8-(morpholin-4-yl)imidazo[1,2-b]pyridazine-7-carboxylic acid ClC=1C=C(C=C(C1)Cl)C1=CN=C2N1N=CC(=C2N2CCOCC2)C(=O)O